1-Methoxy-2,4-phenylendiisocyanat COC1=C(C=C(C=C1)N=C=O)N=C=O